2-[[1-(3-methyl-[1,2,4]triazolo[4,3-b]pyridazin-6-yl)piperidin-4-yl]methyl]-6-pyrazol-1-ylpyridazin-3-one CC1=NN=C2N1N=C(C=C2)N2CCC(CC2)CN2N=C(C=CC2=O)N2N=CC=C2